C1(CCCCC1)N1C(N(C=2C1=C1C(=NC2)N(C(=C1)C1=CC=C(C=C1)CN1CCC(CC1)S(=O)(=O)C)S(=O)(=O)C1=CC=CC=C1)C)=O Cyclohexyl-3-methyl-7-(4-((4-(methylsulfonyl)piperidin-1-yl)methyl)phenyl)-6-(phenylsulfonyl)-3,6-dihydroimidazo[4,5-d]pyrrolo[2,3-b]pyridin-2(1H)-one